OC1=C2C(=CC=3OC=4C=C(C(=C(C4C(C13)=O)CC=C(C)C)OC)OCCCCCC(=O)O)OC(C=C2)(C)C 6-((5-hydroxy-8-methoxy-2,2-dimethyl-7-(3-methylbut-2-en-1-yl)-6-oxo-2H,6H-pyrano[3,2-B]xanthen-9-yl)oxy)hexanoic acid